(2R,3R,4S,5R,6R)-4-(4-(2,3-difluoro-4-methylphenyl)-1H-1,2,3-triazol-1-yl)-6-((3-(1-hydroxycyclobutyl)isoxazol-5-yl)methyl)-2-(hydroxymethyl)-5-methoxytetrahydro-2H-pyran-3-ol FC1=C(C=CC(=C1F)C)C=1N=NN(C1)[C@H]1[C@H]([C@H](O[C@@H]([C@@H]1OC)CC1=CC(=NO1)C1(CCC1)O)CO)O